5-(4-((3-(2H-benzo[d][1,2,3]triazol-2-yl)-2-hydroxy-5-methylbenzyl)(ethyl)amino)benzylidene)pyrimidine-2,4,6(1H,3H,5H)-trione N=1N(N=C2C1C=CC=C2)C=2C(=C(CN(C1=CC=C(C=C3C(NC(NC3=O)=O)=O)C=C1)CC)C=C(C2)C)O